ClC=1C(=NC=CC1N1C(NC2=NC=CN=C2C1=O)=O)NC1CC1 3-(3-chloro-2-(cyclopropylamino)pyridine-4-yl)-pteridine-2,4(1H,3H)-dione